C(C1CO1)OC(C(=O)OCC1CO1)=O oxalic acid diglycidyl ester